C(C1=CC=CC=C1)NC1=CC(=C(OC2=C(C=C(C=C2Cl)NC(C(=O)O)=O)Cl)C(=C1)Cl)Cl 2-((4-(4-benzylamino-2,6-dichlorophenoxy)-3,5-dichlorophenyl)amino)-2-oxoacetic acid